C1(=CC=CC2=CC=CC=C12)N1C(=NN=C1C1=CC=C(C=C1)Br)C1=CC=C(C=C1)Br 4-N-(naphthalen-1-yl)-3,5-bis(4-bromophenyl)-4H-1,2,4-triazole